COC1=CC=C(C=C1)C=1N=C(N(C1C1=CC=C(C=C1)OC)C1=CC=CC=C1)C1=CC=C(C=C1)C1=CC(=C(C=C1)O)C=O 4'-(4,5-bis(4-methoxyphenyl)-1-phenyl-1H-imidazol-2-yl)-4-hydroxy-[1,1'-biphenyl]-3-carbaldehyde